P(OCC(CC1=CC=CC=C1)C)(OCC(CC1=CC=CC=C1)C)=O bis(2-methyl-3-phenylpropyl) phosphonate